ClC1=NC(=NC=C1)C(C(=O)O)(C)C 2-(4-chloropyrimidin-2-yl)-2-methyl-propionic acid